7-chlorobenzothiazole-2-one ClC1=CC=CC=2NC(SC21)=O